4,5-dimethyl-2-oxoimidazole CC1=NC(N=C1C)=O